O=C1NC(CCC1N1C(C2=CC=C(C(=C2C1)F)C#N)=O)=O 2-(2,6-dioxopiperidin-3-yl)-4-fluoro-1-oxoisoindoline-5-carbonitrile